(S)-1-(2-(1H-indol-3-yl)ethyl)-6,7-dimethoxy-2-(2-methoxyethyl)-1,2,3,4-tetrahydroisoquinoline N1C=C(C2=CC=CC=C12)CC[C@@H]1N(CCC2=CC(=C(C=C12)OC)OC)CCOC